(3-(2-chloro-5-fluorophenyl)-1-oxo-2,3-dihydro-1H-pyrrolo[3,4-f]quinolin-4-yl)-3-hydroxy-3-(trifluoromethyl)indole-2,2-d2-1-carboxamide ClC1=C(C=C(C=C1)F)C1NC(C2=C3C=CC=NC3=CC(=C21)C2=C1C(C(N(C1=CC=C2)C(=O)N)([2H])[2H])(C(F)(F)F)O)=O